BrC1=C(C=C(C=C1C)NC1=NC=C(C(=N1)NC(CC)CC)Cl)C(C)=O 1-[2-bromo-5-[[5-chloro-4-(1-ethylpropylamino)pyrimidin-2-yl]amino]-3-methyl-phenyl]ethanone